C(CC=C)N1C=NC2=CC=C(C=C2C1=O)C 3-(but-3-enyl)-6-methylquinazolin-4(3H)-one